[GeH3-] Mono-Germanide